5-pentyl-4-amino-1,2,4-triazole-3-one C(CCCC)C=1N(C(NN1)=O)N